N-(4-benzylthio-2-methyl-phenyl)-4-(3-isopropyl-2-methyl-imidazol-4-yl)-5-(trifluoromethyl)pyrimidin-2-amine C(C1=CC=CC=C1)SC1=CC(=C(C=C1)NC1=NC=C(C(=N1)C=1N(C(=NC1)C)C(C)C)C(F)(F)F)C